C1=CC(=C(C=C1F)F)Br 2,4-Difluorobromobenzene